E-hexadecen-1-yl acetate C(C)(=O)O\C=C\CCCCCCCCCCCCCC